FC=1C=CC(=NC1)N1C[C@H]2N(CC1)C([C@H](C2)CCCC=2N=NC=CC2)=O (7S,8aS)-2-(5-fluoropyridin-2-yl)-7-(3-(pyridazin-3-yl)propyl)hexahydropyrrolo[1,2-a]pyrazin-6(2H)-one